(3S,4R)-N-(isoquinolin-3-yl)-4-phenylpyrrolidine-3-carboxamide dihydrochloride Cl.Cl.C1=NC(=CC2=CC=CC=C12)NC(=O)[C@@H]1CNC[C@H]1C1=CC=CC=C1